2-(4-chloro-3-cyano-phenyl)-6-[(3-chloropyrazol-1-yl)methyl]-1-ethyl-4-oxo-pyridine-3-carboxamide ClC1=C(C=C(C=C1)C=1N(C(=CC(C1C(=O)N)=O)CN1N=C(C=C1)Cl)CC)C#N